C1(=CC=C(C=C1)CC(=O)NNC(=O)OC(C)(C)C)C1=CC=CC=C1 tert-Butyl 2-(2-([1,1'-biphenyl]-4-yl)acetyl)hydrazinecarboxylate